ClC1=C(C(=O)NC2=CC(=C(C=C2)Cl)C2=NC=CC=C2)C=CC(=C1)C(=O)NCCN1CCCC1 2-chloro-N1-(4-chloro-3-(pyridin-2-yl)phenyl)-N4-(2-(pyrrolidin-1-yl)ethyl)terephthalamide